3,3,4,4,5,5-hexafluoro-1,2-bis(1,1,1,3,4,4,4-heptafluoro-2,3-bis(trifluoromethyl)but-2-yl)cyclopent-1-ene FC1(C(=C(C(C1(F)F)(F)F)C(C(F)(F)F)(C(C(F)(F)F)(C(F)(F)F)F)C(F)(F)F)C(C(F)(F)F)(C(C(F)(F)F)(F)C(F)(F)F)C(F)(F)F)F